C(C)O[Si](CCCSSSCCC[Si](OCC)(OCC)OCC)(OCC)OCC bis(3-(triethoxysilyl)propyl) trisulfide